(((bis(4-(tributylsilyl)phenyl)phosphaneyl)(cyclohexyl)amino)phosphanediyl)bis(2,1-phenylene) dimethanesulfonate CS(=O)(=O)OC1=C(C=CC=C1)P(C1=C(C=CC=C1)OS(=O)(=O)C)N(C1CCCCC1)P(C1=CC=C(C=C1)[Si](CCCC)(CCCC)CCCC)C1=CC=C(C=C1)[Si](CCCC)(CCCC)CCCC